4-[(3R,4R)-3-amino-4-fluoropyrrolidin-1-yl]-N-{bicyclo[1.1.1]pentan-1-yl}-6-cyano-5-(3,5-difluorophenyl)pyridine-3-carboxamide N[C@@H]1CN(C[C@H]1F)C1=C(C=NC(=C1C1=CC(=CC(=C1)F)F)C#N)C(=O)NC12CC(C1)C2